ClN1C(=C(C2=CC(=CC=C12)OC)N1C=NC=C1)C1=NC(=NN1)C(F)(F)F chloro-3-(1H-imidazol-1-yl)-5-methoxy-2-(3-(trifluoromethyl)-1H-1,2,4-triazol-5-yl)-1H-indole